(2,6-dimethylpyrimidin-4-yl)-4-thioureidobenzamide CC1=NC(=CC(=N1)C1=C(C(=O)N)C=CC(=C1)NC(=S)N)C